ClC=1C=C(C=CC1Cl)C(N1CCC(CC1)C(F)(F)F)C1CCNCC1 1-((3,4-dichlorophenyl)(piperidin-4-yl)methyl)-4-(trifluoromethyl)piperidine